2-[(6R)-6-(1-cyclopropylpyrazol-4-yl)-3,6-dihydro-2H-pyran-4-yl]-6,7-dimethyl-4-[3-(trifluoromethyl)cyclobutyl]pteridine C1(CC1)N1N=CC(=C1)[C@H]1C=C(CCO1)C1=NC2=NC(=C(N=C2C(=N1)C1CC(C1)C(F)(F)F)C)C